C(C)OC(CC1(COC1)C1=CC=CC=C1)=O.C(=O)C=1C=C(C=CC1)NS(=O)(=O)C1=CC=CC=C1 N-(3-formylphenyl)benzenesulfonamide Ethyl-2-(3-phenyloxetane-3-yl)acetate